tert-butyl 1-(1-(2-cyclopropylimidazo[1,2-a]pyridin-6-yl)ethyl)-1H-1,2,3-triazole-4-carboxylate C1(CC1)C=1N=C2N(C=C(C=C2)C(C)N2N=NC(=C2)C(=O)OC(C)(C)C)C1